N-((1,2,3,5,6,7-hexahydro-s-indacen-4-yl)carbamoyl)-4-hydroxy-4,6,6-trimethyl-4,5,6,7-tetrahydrobenzofuran-2-sulfonamide C1CCC2=C(C=3CCCC3C=C12)NC(=O)NS(=O)(=O)C=1OC2=C(C1)C(CC(C2)(C)C)(C)O